FC1(CC1)C1=NN=C(O1)CN1C(=NC2=NC=C(C=C21)C=2C=CN1N=CN=C(C12)OC)C 1-((5-(1-fluorocyclopropyl)-1,3,4-oxadiazol-2-yl)methyl)-6-(4-methoxypyrrolo[2,1-f][1,2,4]triazin-5-yl)-2-methyl-1H-imidazo[4,5-b]pyridine